(2R,6S)-4-(5-cyanopyrimidin-2-yl)-N-[2-(2,2-dimethylpropyl)-2-azaspiro[3.3]heptan-6-yl]-2,6-dimethylpiperazine-1-carboxamide C(#N)C=1C=NC(=NC1)N1C[C@H](N([C@H](C1)C)C(=O)NC1CC2(CN(C2)CC(C)(C)C)C1)C